FC1=C(C=C(OC2CC(C2)NC(OC(C)(C)C)=O)C=C1)OC(F)(F)F tert-butyl ((1r,3r)-3-(4-fluoro-3-(trifluoromethoxy)phenoxy)cyclobutyl)carbamate